1,3-dipropyl-1H-imidazol-3-ium bromide [Br-].C(CC)N1C=[N+](C=C1)CCC